ethanaminium methyl-sulfate COS(=O)(=O)[O-].C(C)[NH3+]